CC=1C=CC=C2CCC(C12)N 7-methyl-2,3-dihydro-1H-inden-1-amine